isostearoyl-diacryloyl-titanium C(CCCCCCCCCCCCCCC(C)C)(=O)[Ti](C(C=C)=O)C(C=C)=O